2-[1-[2-[[1-(2,2-difluoroethyl)pyrazol-4-yl]amino]-[1,2,4]triazolo[1,5-a]pyridin-8-yl]-3-(4-ethylpyrazol-1-yl)azetidin-3-yl]acetonitrile FC(CN1N=CC(=C1)NC1=NN2C(C(=CC=C2)N2CC(C2)(N2N=CC(=C2)CC)CC#N)=N1)F